2-(2H-benzotriazole-2-yl)-6-dodecyl-4-methylphenol N=1N(N=C2C1C=CC=C2)C2=C(C(=CC(=C2)C)CCCCCCCCCCCC)O